C(C)(C)(C)OC(=O)N1[C@@H](CCC1)C1=C2CCN(CC2=CC(=C1)C=1C=C2C(=NC1)N(C=C2C)C(=O)OC(C)(C)C)C(COC)=O tert-butyl (S)-5-(5-(1-(tert-butoxycarbonyl)pyrrolidin-2-yl)-2-(2-methoxyacetyl)-1,2,3,4-tetrahydroisoquinolin-7-yl)-3-methyl-1H-pyrrolo[2,3-b]pyridine-1-carboxylate